N[C@@H](CCC(=O)O)C(=O)N[C@@H](CS)C(=O)N[C@@H](CCC(=O)O)C(=O)O glutamyl-cysteinyl-glutamic acid